N-(3-chloro-5-fluoro-2-methoxyphenyl)-4-[({3-[(4-methylmorpholin-2-yl)methoxy]pyridin-4-yl}methyl)amino]-2-oxo-1,2,5,6-tetrahydropyridine-3-carbothioamide ClC=1C(=C(C=C(C1)F)NC(=S)C=1C(NCCC1NCC1=C(C=NC=C1)OCC1CN(CCO1)C)=O)OC